CC1=CC=CC(=N1)C1=C(N=CN1)C=1C=C2C=C(C=NC2=CC1)C=1C=C(C=NC1)C(=O)OC1CNC1 azetidin-3-yl 5-[6-[5-(6-methyl-2-pyridyl)-1H-imidazol-4-yl]-3-quinolyl]pyridine-3-carboxylate